N'-benzyl-N-methylethanediamide C(C1=CC=CC=C1)NC(C(=O)NC)=O